1-(3-Chloro-4-{2-[1-(3-methoxy-propyl)-3-methyl-1H-pyrazol-4-ylamino]-thiazol-4-yl}-phenyl)-pyrrolidin-2-one ClC=1C=C(C=CC1C=1N=C(SC1)NC=1C(=NN(C1)CCCOC)C)N1C(CCC1)=O